2-(hydroxymethyl)-N-(isoquinolin-6-yl)-5-methyl-7-(p-tolyl)-4,7-dihydropyrazolo[1,5-a]pyrimidine-6-carboxamide OCC1=NN2C(NC(=C(C2C2=CC=C(C=C2)C)C(=O)NC=2C=C3C=CN=CC3=CC2)C)=C1